1-acetyl-N-((4-methyl-6-(trifluoromethyl)pyrimidin-2-yl)methyl)-1H-indole-3-carboxamide C(C)(=O)N1C=C(C2=CC=CC=C12)C(=O)NCC1=NC(=CC(=N1)C)C(F)(F)F